OC(C)(C)C=1C=CC(=C(C1)C=1C2=C(C(N(C1)C)=O)N(C=C2)S(=O)(=O)C2=CC=C(C=C2)C)CN2CC(C2)CC2CCNCC2 4-[5-(1-hydroxy-1-methyl-ethyl)-2-[[3-(4-piperidylmethyl)azetidin-1-yl]methyl]phenyl]-6-methyl-1-(p-tolylsulfonyl)pyrrolo[2,3-c]pyridin-7-one